Iron-indium-silicon [Si].[In].[Fe]